OCCN(C1CCCC1)CCO bis(2-hydroxyethyl)-cyclopentylamine